boric acid oleate C(CCCCCCC\C=C/CCCCCCCC)(=O)O.B(O)(O)O